CN1N=C(C=C1)N (R)-1-methyl-1H-pyrazol-3-amine